FC1[C@@H](CC[C@H](C1C)CNC1=NC=CC(=N1)NC[C@@H]1[C@H](CN(CC1)CC(=O)N)O)C(F)(F)F |o1:18,19| 2-((3R*,4R*)-4-((((5-fluoro-6-methyl(((1r,4R)-4-(trifluoromethyl)cyclohexyl)methyl)amino)pyrimidin-4-yl)amino)methyl)-3-hydroxypiperidin-1-yl)acetamide